1,3-bis[(3,4-dicarboxy)benzoyl]phthalic anhydride C(=O)(O)C=1C=C(C(=O)C23C(=O)OC(C2C(=CC=C3)C(C3=CC(=C(C=C3)C(=O)O)C(=O)O)=O)=O)C=CC1C(=O)O